CC(=O)OCC1=C(N2[C@@H]([C@@H](C2=O)NC(=O)CSC3=CC=NC=C3)SC1)C(=O)O The molecule is a cephalosporin with acetoxymethyl and 2(pyridin-4-ylsulfanyl)acetamido substituents at positions 3 and 7, respectively, of the cephem skeleton. It is used (as its sodium salt) as an antibiotic, being effective against gram-negative and gram-positive organisms. It has a role as an antibacterial drug. It is a conjugate acid of a cephapirin(1-).